C(CCC)C1(CN(C=2C=CC3=C(C12)C=CC=C3)C(N)=N)C n-butyl-1-methyl-1,2-dihydro-3H-benzo[e]indole-3-carboximidamide